N1C(=CC=2C=NC=CC21)CNC(CN2C(=NC=C(C2=O)N[C@H](C)C2=CC1=C(OC3=C1C=CC=C3)C=C2)N2C3CCC(C2)C3)=O N-((1H-pyrrolo[3,2-c]pyridin-2-yl)methyl)-2-(2-(2-azabicyclo[2.2.1]hept-2-yl)-5-(((R)-1-(dibenzo[b,d]furan-2-yl)ethyl)amino)-6-oxopyrimidin-1(6H)-yl)acetamide